2-ethoxy-3',5'-difluoro-N-((4-(hydroxymethyl)-1H-pyrazolo[4,3-c]pyridin-7-yl)methyl)-N-methyl-[1,1'-biphenyl]-4-carboxamide hydrochloric acid salt Cl.C(C)OC1=C(C=CC(=C1)C(=O)N(C)CC=1C2=C(C(=NC1)CO)C=NN2)C2=CC(=CC(=C2)F)F